ClC1=CC=C2C(=N1)C(=CN2)NC2=NC1=C(N2)C=CC(=C1)OC1=CC=CC=C1 N-(5-chloro-1H-pyrrolo[3,2-b]pyridin-3-yl)-5-phenoxy-1H-benzo[d]imidazol-2-amine